(4-fluoropyridin-2-yl)methanol FC1=CC(=NC=C1)CO